ClC1=CC(=C(N=N1)C(=O)NC([2H])([2H])[2H])NC1=NC=CC=C1S(=O)(=O)C 6-chloro-N-(methyl-d3)-4-((3-(methylsulfonyl)pyridin-2-yl)amino)pyridazine-3-carboxamide